C(C(C)C)OC=1C=CC=2N(C1)N=CC2C#N 6-isobutoxypyrazolo[1,5-a]pyridine-3-carbonitrile